FC1=C(C=CC(=C1)OC)C(=O)C1CCNCC1 (2-fluoro-4-methoxyphenyl)(piperidin-4-yl)methanone